4-[4-(2,3-dihydro-1,4-benzodioxin-6-yl)-5-(2-pyridinyl)-1H-imidazol-2-yl]benzamide O1CCOC2=C1C=CC(=C2)C=2N=C(NC2C2=NC=CC=C2)C2=CC=C(C(=O)N)C=C2